6-(4-((1H-indazol-5-yl)amino)pyrimidin-2-yl)-N-(3-chloro-pyridin-4-yl)-1H-indole-2-carboxamide N1N=CC2=CC(=CC=C12)NC1=NC(=NC=C1)C1=CC=C2C=C(NC2=C1)C(=O)NC1=C(C=NC=C1)Cl